BrC=1C=CC(=C(C1)C1=CN=C(O1)C(=O)N[C@@H]1C[C@H](N(C1)C(=O)OC(C)(C)C)COC)OC(F)(F)F tert-butyl (2S,4R)-4-(5-(5-bromo-2-(trifluoromethoxy) phenyl)oxazole-2-carboxamido)-2-(methoxymethyl)pyrrolidine-1-carboxylate